NC1=C(C#N)C=C(C=C1C)F 2-amino-5-fluoro-3-methylbenzonitrile